CON=CC ethan-1-one O-methyl Oxime